11-chloroundecyl-trimethoxysilane ClCCCCCCCCCCC[Si](OC)(OC)OC